1-heptylmethylsulfonate C(CCCCCC)CS(=O)(=O)[O-]